COC1=CC=C(C2=CC=CC=C12)C(S\C(=C(\C)/N(C=O)CC=1C(=NC(=NC1)C)N)\CCO)=O (Z)-S-(2-(N-((4-amino-2-methylpyrimidin-5-yl)methyl)formamido)-5-hydroxypent-2-en-3-yl) 4-methoxynaphthalene-1-carbothioate